NC=1C(=NC=NC1Cl)NC=1C(=C(C=CC1N1C[C@@H](N([C@@H](C1)C)C)C)C1=C(C=CC=C1)NC(=O)C1CCCCC1)F N-(3'-((5-amino-6-chloropyrimidin-4-yl)amino)-2'-fluoro-4'-((3S,5R)-3,4,5-trimethylpiperazin-1-yl)-[1,1'-biphenyl]yl)cyclohexanecarboxamide